4-[5-(1-hydroxy-1-methyl-ethyl)-2-[4-[2-(methylamino)ethyl]phenoxy]phenyl]-6-methyl-1H-pyrrolo[2,3-c]pyridin-7-one OC(C)(C)C=1C=CC(=C(C1)C=1C2=C(C(N(C1)C)=O)NC=C2)OC2=CC=C(C=C2)CCNC